Benzyl 6-(((3-((tert-butoxycarbonyl)amino)propoxy) (2-cyanoethoxy)phosphoryl)oxy)hexanoate C(C)(C)(C)OC(=O)NCCCOP(=O)(OCCC#N)OCCCCCC(=O)OCC1=CC=CC=C1